NC=1N(C(C=2C=C(C=NC2C1C(=O)N)OC(C)C)=O)C1=C(C(=CC=C1C)O)C 7-amino-6-(3-hydroxy-2,6-dimethylphenyl)-3-isopropoxy-5-oxo-5,6-dihydro-1,6-naphthyridine-8-carboxamide